CC=1C(=NC=CN1)C(=O)NC=1C=NN(C1)C1(CCC1)C=1C(=NC(=NC1)N1C([C@@H]2C[C@@H]2C1)=O)C 3-methyl-N-(1-(1-(4-methyl-2-((1R,5S)-2-oxo-3-azabicyclo[3.1.0]hexan-3-yl)pyrimidin-5-yl)cyclobutyl)-1H-pyrazol-4-yl)pyrazine-2-carboxamide